C(#N)[C@H](C[C@H]1C(NCC1)=O)NC([C@H](CC1CC1)NC([C@H](CC1=CC=CC2=CC=CC=C12)NC(=O)C1=NOC(=C1)C)=O)=O N-((S)-1-(((S)-1-(((S)-1-cyano-2-((S)-2-oxopyrrolidin-3-yl)ethyl)amino)-3-cyclopropyl-1-oxopropan-2-yl)amino)-3-(naphthalen-1-yl)-1-oxopropan-2-yl)-5-methylisoxazole-3-carboxamide